O1CCC2=C1C(=CC=C2)CN 1-(2,3-dihydro-1-benzofuran-7-yl)methylamine